C(C)(=O)NS(=O)(=O)C1=NC=CC(=C1)C(=O)NC1CC2(C1)CC(C2)C=2OC1=C(N2)C=C(C=C1)Cl 2-(acetylsulfamoyl)-N-[6-(5-chloro-1,3-benzoxazol-2-yl)spiro[3.3]heptan-2-yl]pyridine-4-carboxamide